C(=O)(O)[C@H](CC(=O)C1=CC2=C(S1)C=C(C(=C2F)OCCCOC=2C=C1C(=NC2OC)C=C(S1)C(C[C@@H](C(=O)O)C)=O)OC)C (S)-4-(6-(3-((2-((S)-3-carboxybutanoyl)-4-fluoro-6-methoxybenzo[b]thiophen-5-yl)oxy)propoxy)-5-methoxythieno[3,2-b]pyridin-2-yl)-2-methyl-4-oxobutanoic acid